2-bromo-1-(4-butylphenyl)ethan-1-one BrCC(=O)C1=CC=C(C=C1)CCCC